COC1=C(N)C=C(C=C1C1=NN(N=C1)C)C=C 2-methoxy-3-(2-methyl-2H-1,2,3-triazol-4-yl)-5-vinylaniline